pentaerythritol tri(3-mercaptopropionate) SCCC(=O)OCC(COC(CCS)=O)(COC(CCS)=O)CO